C1=CC2=C(C=C1O)C(=CN2)CC(=O)O 5-Hydroxyindoleacetic acid